C(C1=CC=CC=C1)OC(=O)N1C[C@@H](NCC1)C (3S)-3-methylpiperazine-1-carboxylic acid benzyl ester